benzyl (2-(6-(benzyloxy)oxazolo[4,5-c]pyridin-2-yl)ethyl)carbamate C(C1=CC=CC=C1)OC1=CC2=C(C=N1)N=C(O2)CCNC(OCC2=CC=CC=C2)=O